(E)-N-(4-(3-(4-(4-(dimethylamino)but-2-enoyl)piperazin-1-yl)pyridin-4-yl)-2-methylbenzyl)-5-(1-(fluoromethyl)cyclopropyl)-1,2,4-oxadiazole-3-carboxamide CN(C/C=C/C(=O)N1CCN(CC1)C=1C=NC=CC1C1=CC(=C(CNC(=O)C2=NOC(=N2)C2(CC2)CF)C=C1)C)C